Benzyl (2S,4S)-2-(tert-butyl)-5-oxo-4-phenethyloxazolidine-3-carboxylate C(C)(C)(C)[C@@H]1OC([C@@H](N1C(=O)OCC1=CC=CC=C1)CCC1=CC=CC=C1)=O